(R)-tert-butyl 3-((7-(8-chloronaphthalen-1-yl)-2-((hexahydro-1H-pyrrolizin-7a-yl)methoxy)-5,6,7,8-tetrahydropyrido[3,4-d]pyrimidin-4-yl)(methyl)amino)pyrrolidine-1-carboxylate ClC=1C=CC=C2C=CC=C(C12)N1CC=2N=C(N=C(C2CC1)N([C@H]1CN(CC1)C(=O)OC(C)(C)C)C)OCC12CCCN2CCC1